FC=1C=C(C=C(C1)F)C(C)Br 1-(3,5-difluorophenyl)-1-bromoethane